FC(C(=O)O)(F)F.N[C@@H]1C[C@H](CCC1)CNC1=NN(C(=C1)C1=CC(=C(C#N)C=C1)F)C1=C(C=C(C=C1)N1CCC(CC1)(C)O)OC 4-(3-((((1S,3S)-3-aminocyclohexyl)-methyl)amino)-1-(4-(4-hydroxy-4-meth-ylpiperidin-1-yl)-2-methoxyphenyl)-1H-pyrazol-5-yl)-2-fluorobenzonitrile 2,2,2-trifluoroacetate